2-[(4-chloro-2-fluoro-phenyl)methoxy]-6-(4-piperidyl)pyridine ClC1=CC(=C(C=C1)COC1=NC(=CC=C1)C1CCNCC1)F